titanium Butyl acrylate C(C=C)(=O)OCCCC.[Ti]